6-(4-phenylpiperazin-1-yl)nicotinimidamide hydrochloride salt Cl.C1(=CC=CC=C1)N1CCN(CC1)C1=NC=C(C(N)=N)C=C1